3,3-dicyclopropyl-2-[5-(2-cyclopropylpyrazol-3-yl)-4H-1,2,4-triazol-3-yl]-N-[4-(3,5-dimethyl-1H-pyrazol-4-yl)phenyl]propanamide C1(CC1)C(C(C(=O)NC1=CC=C(C=C1)C=1C(=NNC1C)C)C1=NN=C(N1)C=1N(N=CC1)C1CC1)C1CC1